4-((tert-butyldiphenylsilyl)oxy)-1,2,3,4-tetrahydro-2,4-methylene-1,8-naphthyridine [Si](C1=CC=CC=C1)(C1=CC=CC=C1)(C(C)(C)C)OC12CC(NC3=NC=CC=C13)C2